C1(CC1)C([C@@H](C(=O)NC1=NC(=C(C=C1)C=1C(=NN(C1C)COCC[Si](C)(C)C)C)F)NC(=O)C=1N(N=CC1)CCSC)C1CC1 N-[(1S)-1-(dicyclopropylmethyl)-2-[[5-[3,5-dimethyl-1-(2-trimethylsilylethoxymethyl)pyrazol-4-yl]-6-fluoro-2-pyridyl]amino]-2-oxo-ethyl]-2-(2-methylsulfanylethyl)pyrazole-3-carboxamide